C2-bromo-3-fluoro-6-hydroxybenzaldehyde BrC1=C(C=O)C(=CC=C1F)O